2-(bicyclo[3.2.1]octan-1-yl)-N-(7-(3-(7-(4-(2-hydroxyethyl)piperazin-1-yl)-2-methyl-3-phenylpyrazolo[1,5-a]pyrimidin-5-yl)phenyl)heptyl)acetamide C12(CCCC(CC1)C2)CC(=O)NCCCCCCCC2=CC(=CC=C2)C2=NC=1N(C(=C2)N2CCN(CC2)CCO)N=C(C1C1=CC=CC=C1)C